C12(CC(C1)C2)C[C@@H](C(=O)NN(CC2C(NCC2)=O)C(C(F)Cl)=O)NC(=O)C2=NC=CN=C2 |r| N-[rac-(1S)-1-(1-bicyclo[1.1.1]pentanylmethyl)-2-[2-(2-chloro-2-fluoro-acetyl)-2-[(2-oxopyrrolidin-3-yl)methyl]hydrazino]-2-oxo-ethyl]pyrazine-2-carboxamide